4-{N-methyl-3-[(({1-[4-(2-cyclopropoxyphenyl)pyridin-3-yl]cyclopropyl}amino)methyl)-4-methylbenzenesulfonamido]butyl}-3-[(2S,3R,4R,5R)-2,3,4,5,6-pentahydroxyhexyl]urea CN(S(=O)(=O)C1=C(C=C(C=C1)C)CNC1(CC1)C=1C=NC=CC1C1=C(C=CC=C1)OC1CC1)C(CC[C@]([C@@H]([C@H](CNC(N)=O)O)O)([C@@H](CO)O)O)C